C(CCCCCCCC\C=C/CCCC)=O Z-10-pentadecenal